(3-[3-Methyl-1-(1H-pyrrolo[2,3-b]pyridin-4-yl)-1H-pyrazol-4-yl]-phenyl)-methanol CC1=NN(C=C1C=1C=C(C=CC1)CO)C1=C2C(=NC=C1)NC=C2